ClC1=C(C=CC=C1)C1(CCCCC1)N(C(O)=O)C[C@H](C)O.FC(C1=CC2=C(C=N1)N=C(O2)C2=C1C=C(N=CC1=C(N=C2)NC)NC(=O)C2CC2)F N-(5-(6-(difluoromethyl)oxazolo[4,5-c]pyridin-2-yl)-8-(methylamino)-2,7-naphthyridin-3-yl)cyclopropanecarboxamide 1-(2-chlorophenyl)-(S)-2-hydroxypropyl-(S)-1-cyclohexylcarbamate